1-(6-methylpyridin-3-yl)piperidin CC1=CC=C(C=N1)N1CCCCC1